N1=NN=C(C=C1)C=1C(=C(C2=CC=CC=C2C1)N=NC1=CC=CC2=CC=CC=C12)C1=CC=CC=C1 triazinyl-phenyl-azonaphthalene